(3aR,5r,6aS)-5-benzyl-5-hydroxy-N-(3-methoxyphenyl)hexahydrocyclopenta[c]pyrrole-2(1H)-carboxamide C(C1=CC=CC=C1)C1(C[C@@H]2[C@@H](CN(C2)C(=O)NC2=CC(=CC=C2)OC)C1)O